6-(2-cyclopropylethynyl)-1,3-benzothiazol-2-amine C1(CC1)C#CC1=CC2=C(N=C(S2)N)C=C1